(R)-tert-butyl 3-(1-fluoro-5-(4-isopropoxy-1,8-naphthyridin-2-yl)pentyl)pyrrolidine-1-carboxylate FC(CCCCC1=NC2=NC=CC=C2C(=C1)OC(C)C)[C@H]1CN(CC1)C(=O)OC(C)(C)C